C(C)(=O)N1C(\C(\C2=CC(=CC=C12)C(=O)OC)=C(\C1=CC=CC=C1)/OCC)=O Methyl (Z)-1-acetyl-3-(ethoxy(phenyl)methylene)-2-oxoindoline-5-carboxylate